C(CCC)OC(C(=O)N)=C butoxyacrylamide